N[C@H](C(=O)NC1=NC=CC(=C1)CN1C(N[C@@H](C1)C(F)(F)F)=O)[C@@H](C)OC(C)(C)C (2S,3R)-2-amino-3-(tert-butoxy)-N-(4-(((S)-2-oxo-4-(trifluoromethyl)-imidazolidin-1-yl)methyl)pyridin-2-yl)butanamide